5-(2-{5-[(3R,5R)-3-amino-5-fluoropiperidine-1-carbonyl]-7-methoxy-1-methyl-1H-1,3-benzodiazol-2-yl}-1-(cyclopropylmethyl)-1H-pyrrolo[2,3-b]pyridin-6-yl)-2-methoxyphenol N[C@H]1CN(C[C@@H](C1)F)C(=O)C1=CC2=C(N(C(=N2)C2=CC=3C(=NC(=CC3)C=3C=CC(=C(C3)O)OC)N2CC2CC2)C)C(=C1)OC